FC(OC1=CC=C(OC2=CC=C(C=C2)B(O)O)C=C1)(F)F {4-[4-(trifluoromethoxy)phenoxy]phenyl}boronic acid